OC1=CC=C(C=C1)C(C1=C(C(=O)O)C=CC=C1)C1=CC=C(C=C1)O 2-[bis-(4-hydroxyphenyl)-methyl]benzoic acid